3,9-Bis(2,4-ditert-butylphenoxy)-2,4,8,10-tetraoxa-3,9-diphosphaspiro[5.5]undecan C(C)(C)(C)C1=C(OP2OCC3(CO2)COP(OC3)OC3=C(C=C(C=C3)C(C)(C)C)C(C)(C)C)C=CC(=C1)C(C)(C)C